NC1=CC=C2C(=N1)CCC2NC([C@H](C)NC(=O)[C@@H]2NC[C@H](C2)CC2=CC=C(C=C2)C)=O (2R,4S)-N-((2S)-1-((2-amino-6,7-dihydro-5H-cyclopenta[b]pyridin-5-yl)amino)-1-oxopropan-2-yl)-4-(4-methylbenzyl)pyrrolidine-2-carboxamide